3-(6-amino-1-(4-amino-2,6-difluorobenzyl)-1H-pyrazolo[3,4-d]pyrimidin-4-yl)benzonitrile NC1=NC(=C2C(=N1)N(N=C2)CC2=C(C=C(C=C2F)N)F)C=2C=C(C#N)C=CC2